COC=1C=C(C=NC1)C1=CC(=NN1COCC[Si](C)(C)C)CO (5-(5-methoxypyridin-3-yl)-1-((2-(trimethylsilyl)ethoxy)methyl)-1H-pyrazol-3-yl)methanol